(1R,3S)-3-[6-(2-methoxypyrimidin-5-yl)-[1,2,4]triazolo[4,3-a]pyridin-3-yl]cyclohexanamine COC1=NC=C(C=N1)C=1C=CC=2N(C1)C(=NN2)[C@@H]2C[C@@H](CCC2)N